[2-(5-methyl-1H-indol-3-yl)ethyl](propan-2-yl)azanium (2E)-3-carboxyprop-2-enoate C(=O)(O)/C=C/C(=O)[O-].CC=1C=C2C(=CNC2=CC1)CC[NH2+]C(C)C